1-(4-(benzyloxy)-5-methoxy-2-nitrobenzoyl)-4-methylenepyrrolidine-2-carbaldehyde C(C1=CC=CC=C1)OC1=CC(=C(C(=O)N2C(CC(C2)=C)C=O)C=C1OC)[N+](=O)[O-]